[Na+].[Si]([O-])([O-])([O-])O.[Ca+2] calcium silicate sodium salt